2-((4-(4-((4-chlorobenzofuran-7-yl)methoxy)-5-fluoropyrimidin-2-yl)cyclohex-3-en-1-yl)methyl)-1-(((S)-oxetan-2-yl)methyl)-1H-thieno[2,3-d]imidazole-5-carboxylic acid ClC1=CC=C(C2=C1C=CO2)COC2=NC(=NC=C2F)C2=CCC(CC2)CC=2N(C1=C(N2)SC(=C1)C(=O)O)C[C@H]1OCC1